6-bromo-2-oxo-4-(6-azaspiro[2.5]oct-6-yl)-1,2-dihydroquinoline-3-carbonitrile BrC=1C=C2C(=C(C(NC2=CC1)=O)C#N)N1CCC2(CC2)CC1